(4-bromophenyl)-3-(trifluoromethyl)-5-methyl-pyrazole BrC1=CC=C(C=C1)C=1C(=NNC1C)C(F)(F)F